ClC=1C(=CC=2C3=C(C(=NC2C1F)/C=C/C(=O)O)CN([C@H]3C)C(COC)=O)OC (S,E)-3-(7-chloro-6-fluoro-8-methoxy-2-(2-methoxyacetyl)-1-methyl-2,3-dihydro-1H-pyrrolo[3,4-c]quinolin-4-yl)acrylic acid